di(hexadecyl) phosphate P(=O)(OCCCCCCCCCCCCCCCC)(OCCCCCCCCCCCCCCCC)[O-]